N1N=CC2=CC=C(C=C12)NC1=NC(=NC=C1C)NC1=CC(=C(C=C1)N1CCN(CC1)C)OC N4-(1H-indazol-6-yl)-N2-(3-methoxy-4-(4-methylpiperazine-1-yl)phenyl)-5-methylpyrimidine-2,4-diamine